hexapropoxycyclotriphosphazene C(CC)OP1(=NP(=NP(=N1)(OCCC)OCCC)(OCCC)OCCC)OCCC